6-((7-(5-(4-fluoro-2-isobutyrylphenoxy)pyrimidin-4-yl)-2,7-diazaspiro[4.4]non-2-yl)methyl)-3-methyl-2-oxoindoline-3-carbonitrile FC1=CC(=C(OC=2C(=NC=NC2)N2CC3(CCN(C3)CC3=CC=C4C(C(NC4=C3)=O)(C#N)C)CC2)C=C1)C(C(C)C)=O